FC=1C(=C(C=C(C1)F)C1=CC=C(C=C1)C1(CC1)C(=O)O)S(NC=1C=NC=2CCNC(C2C1)=O)(=O)=O 1-(3',5'-Difluoro-2'-(N-(5-oxo-5,6,7,8-tetrahydro-1,6-naphthyridin-3-yl)sulfamoyl)-[1,1'-biphenyl]-4-yl)cyclopropane-1-carboxylic acid